(1S,3S,5S)-5-methyl-2-[2-({4-[4-(trifluoromethyl)phenoxy]phenyl}formamido)-acetyl]-2-azabicyclo[3.1.0]hexane-3-carboxylic acid C[C@@]12C[C@H](N([C@H]2C1)C(CNC(=O)C1=CC=C(C=C1)OC1=CC=C(C=C1)C(F)(F)F)=O)C(=O)O